C1(CC1)C1=NN(C=N1)C1CC2(CN(C2)C(=O)N2CC(C2)OC=2C=C(C=CC2)CC(C(=O)OC)(C)C)C1 methyl 3-[3-[1-[6-(3-cyclopropyl-1,2,4-triazol-1-yl)-2-azaspiro[3.3]heptane-2-carbonyl] azetidin-3-yl] oxyphenyl]-2,2-dimethylpropanoate